(5-bromo-7-(2-(morpholino)ethoxy)benzofuran-3-yl)methanol BrC=1C=C(C2=C(C(=CO2)CO)C1)OCCN1CCOCC1